cobalt-manganese cobalt [Co].[Mn].[Co]